ClC=1C=C(OCC2CN(CC2)C(=O)OC(C)(C)C)C=C(C1)NC(=O)OC1=CC=CC=C1 tert-butyl 3-((3-chloro-5-((phenoxycarbonyl)amino)phenoxy) methyl)pyrrolidine-1-carboxylate